iron-nickel-chromium chromium [Cr].[Cr].[Ni].[Fe]